4-[5-(2-Prop-2-ynyloxy-ethoxy)-benzimidazol-1-yl]-aniline C(C#C)OCCOC1=CC2=C(N(C=N2)C2=CC=C(N)C=C2)C=C1